NC1=NC(=C(C=C1C=1C=C2CCNC(C2=CC1)=O)C1=C(C=C(C=C1)OC1CCN(CC1)C(C)C)OC)F 6-(2-amino-6-fluoro-5-(4-((1-isopropylpiperidin-4-yl)oxy)-2-methoxyphenyl)pyridin-3-yl)-3,4-dihydroisoquinolin-1(2H)-one